2-hydroxy-5-(5,6-dihydroxy-7-methoxy-4-oxo-4H-chromen-2-yl)phenolate OC1=C(C=C(C=C1)C=1OC2=CC(=C(C(=C2C(C1)=O)O)O)OC)[O-]